FC1=CC=C2[C@@H](N3C(C2=C1)=CN=C3)[C@@H](C(C)C)O (R)-1-((R)-8-fluoro-5H-imidazo[5,1-a]isoindol-5-yl)-2-methylpropan-1-ol